C(#C)C1=C2C(=CC(NC2=CC=C1F)=O)C1=C(C=2N=C(N=C(C2C=N1)N(C[C@@H]1NCCCC1)C)N1CCC(CC1)(C)O)F (R)-5-ethynyl-6-fluoro-4-(8-fluoro-2-(4-hydroxy-4-methylpiperidin-1-yl)-4-(methyl(piperidin-2-ylmethyl)amino)pyrido[4,3-d]pyrimidin-7-yl)quinolin-2(1H)-one